1-(cyclopropylmethyl)-N1-methyl-2-((methylsulfonyl)methyl)benzene-1,4-diamine C1(CC1)CC1(C(C=C(C=C1)N)CS(=O)(=O)C)NC